OC1=CC2=C(C=C(C(O2)=O)C(=O)O)C=C1C1=CC2=CC=CC=C2C=C1 7-hydroxy-6-(naphthalen-2-yl)-2-oxo-2H-benzopyran-3-carboxylic acid